Ethyl 2-(trans-4-(((trans-4-(6-cyano-5-methoxypyridin-2-yl)cyclohexyl)methyl)(4-(1-isopropyl-1H-pyrazol-4-yl)pyridin-2-yl)carbamoyl)cyclohexyl)acetate C(#N)C1=C(C=CC(=N1)[C@@H]1CC[C@H](CC1)CN(C(=O)[C@@H]1CC[C@H](CC1)CC(=O)OCC)C1=NC=CC(=C1)C=1C=NN(C1)C(C)C)OC